1,3-phenylenedimaleimide C1(=CC(=CC=C1)C=1C(=O)NC(C1)=O)C=1C(=O)NC(C1)=O